N-CYCLOPENTYL-2-(2-FORMYLPHENOXY)PROPANAMIDE C1(CCCC1)NC(C(C)OC1=C(C=CC=C1)C=O)=O